OCC(C(=O)O)=C(CC1=CC=CC=C1)OC1=CC=CC=C1.C(C=C)(=O)O acrylic acid hydroxyphenoxybenzyl-methacrylate